1-Ethyl-4-hydroxy-5-n-propyl-3-isopropyl-pyrazol C(C)N1N=C(C(=C1CCC)O)C(C)C